N-{[1,1'-biphenyl]-2-yl}-N-(9,9-dimethyl-9H-fluoren-2-yl)-8,8-dimethyl-1,3-diphenyl-8H-indeno[1,2-c]thiophen-6-amin C1(=C(C=CC=C1)N(C1=CC=2C(C=3C(=C(SC3C3=CC=CC=C3)C3=CC=CC=C3)C2C=C1)(C)C)C1=CC=2C(C3=CC=CC=C3C2C=C1)(C)C)C1=CC=CC=C1